diethyl-2-[(2-aminoethoxy)methyl]-4-(2-chlorophenyl)-6-methyl-1,4-dihydropyridin C(C)C=1C(C(=C(NC1C)COCCN)CC)C1=C(C=CC=C1)Cl